6-chloronaphthalen ClC=1C=C2C=CC=CC2=CC1